ClC1=CC=C(C=C1)CCCC1=CC=C(\C=C/2\C(=C(C3=CC(=CC=C23)F)CC(=O)O)C)C=C1 (Z)-2-(1-(4-(3-(4-chlorophenyl)propyl)benzylidene)-5-fluoro-2-methyl-1H-inden-3-yl)acetic acid